6-(1-(8-azabicyclo[3.2.1]oct-3-yl)piperidin-4-yl)-2-(3,4-dimethoxyphenyl)-4-methyl-1H-benzo[d]imidazole dihydrochloride Cl.Cl.C12CC(CC(CC1)N2)N2CCC(CC2)C=2C=C(C1=C(NC(=N1)C1=CC(=C(C=C1)OC)OC)C2)C